C(C)OCOC1=C(C(=CC(=C1)C(C)(CCCCCC)C)OCOCC)C1C(CCC(=C1)C)C(=C)C 2',6'-bis(ethoxymethoxy)-5-methyl-4'-(2-methyloctan-2-yl)-2-(prop-1-en-2-yl)-1,2,3,4-tetrahydro-1,1'-biphenyl